OC1=CC=C(C=C1)C1=NNC(C2=CC=CC=C12)=O 4-(4-hydroxyphenyl)-2,3-naphthyridine-1-one